tert-butyl (R)-3-(N-(8-methylisoquinolin-1-yl)piperidine-4-carboxamido)piperidine-1-carboxylate formic acid salt C(=O)O.CC=1C=CC=C2C=CN=C(C12)N(C(=O)C1CCNCC1)[C@H]1CN(CCC1)C(=O)OC(C)(C)C